C(C)(=O)OCCSCC1=CC=CC=C1 2-(benzylthio)-ethyl acetate